2-(1-(6-methoxy-5-(trifluoromethyl)pyridin-3-yl)propoxy)isoindoline COC1=C(C=C(C=N1)C(CC)ON1CC2=CC=CC=C2C1)C(F)(F)F